4-(3-azabicyclo[3.1.0]hexan-3-yl)-7,9-dimethyl-pyrido[3',2':4,5]thieno[3,2-d]pyrimidine C12CN(CC2C1)C=1C2=C(N=CN1)C1=C(S2)N=C(C=C1C)C